ClC=1N=NC(=CC1C(=O)NCCC=1SC=CN1)Cl 2-(2-{[(3,6-dichloropyridazin-4-yl)carbonyl]amino}ethyl)-1,3-thiazole